2-{[8-(5-chloropyridin-3-yl)-3-oxo-1H,2H,3H-benzo[e]isoindol-2-yl]methyl}prop-2-enamide ClC=1C=C(C=NC1)C=1C=CC2=C(C=3CN(C(C3C=C2)=O)CC(C(=O)N)=C)C1